3-(5-([1,1'-biphenyl]-4-yl)-6-chloro-1H-indazol-3-yl)-propanoic acid C1(=CC=C(C=C1)C=1C=C2C(=NNC2=CC1Cl)CCC(=O)O)C1=CC=CC=C1